C1=C(C=CC2=CC=CC=C12)N1C2=CC=CC=C2C=2C=C(C=CC12)C=1C=CC=2NC3=CC=CC=C3C2C1 9'-(2-naphthyl)-3,3'-bi-9H-carbazole